COC(=O)C=1C=NC(=C(C1)I)Cl 6-chloro-5-iodo-pyridine-3-carboxylic acid methyl ester